2,2-Bis(3,5-di-tert-butyl-4-hydroxyphenyl)propan C(C)(C)(C)C=1C=C(C=C(C1O)C(C)(C)C)C(C)(C)C1=CC(=C(C(=C1)C(C)(C)C)O)C(C)(C)C